tert-butyl N-methyl-N-(pyrrolidin-3-yl)carbamate CC(C)(C)OC(=O)N(C)C1CCNC1